propylheptadecan-9-ylglutarate C(CC)C(C(=O)[O-])(CCC(=O)[O-])C(CCCCCCCC)CCCCCCCC